tert-Butyl (2S)-4-[[5-(2-chloro-6-methyl-4-pyridyl)-4-(3-cyanophenyl)thiazol-2-yl]carbamoyl]-2-methyl-piperazine-1-carboxylate ClC1=NC(=CC(=C1)C1=C(N=C(S1)NC(=O)N1C[C@@H](N(CC1)C(=O)OC(C)(C)C)C)C1=CC(=CC=C1)C#N)C